C1(=C(C(=C(C=2C3=CC=CC=C3NC12)C(=O)OCCCC)C(=O)OCCCC)C(=O)OCCCC)C(=O)OCCCC tetrabutyl 9H-carbazole-1,2,3,4-tetracarboxylate